FC(C1=NC2=CC=CC=C2C(=C1)N[C@@H]1C[C@@H](CCC1)NC(=O)C1=CC=CC=2N=CSC21)(F)F N-[(1R,3S)-3-{[2-(trifluoromethyl)quinolin-4-yl]amino}cyclohexyl]-1,3-benzothiazole-7-carboxamide